CN1C=C2C3=NNC=4C=CC(O[C@@H](CCNC(OCCC1=N2)=O)C)=CC34 (13R)-4,13-dimethyl-8,14-dioxa-4,10,19,20,23-pentaazatetracyclo[13.5.2.12,5.018,21]tricosa-1(20),2,5(23),15(22),16,18(21)-hexaen-9-one